ClC1=C(C=CC(=C1)OC=1C=C2C(=NC1)NN=C2)N2C(N(CC2=O)C=2C=NC=C(C2)C(F)(F)F)=O 3-[2-chloro-4-(1H-pyrazolo[3,4-b]pyridin-5-yloxy)phenyl]-1-[5-(trifluoromethyl)-3-pyridinyl]-2,4-imidazolidinedione